N,N-dimethyl-4-phenethylpiperidine-4-carboxamide CN(C(=O)C1(CCNCC1)CCC1=CC=CC=C1)C